Thioacetic acid S-(2-(5-(hydroxymethyl)-3-nitro-1H-pyrazol-1-yl) ethyl) ester OCC1=CC(=NN1CCSC(C)=O)[N+](=O)[O-]